FC=1C=C(C=C(C1)F)C=1N(N=C2C([NH2+]CCC21)C)C 3-(3,5-difluorophenyl)-2,7-dimethyl-4,5,6,7-tetrahydropyrazolo[3,4-c]pyridin-6-ium